4-[[[(R)-1-(cyclopropanecarbonyl)pyrrolidin-2-yl]methyl]amino]-N'-(2-ethyl-4-hydroxy-phenyl)-6-(6-methoxy-4-methyl-3-pyridyl)pyrrolo[1,2-b]pyridazine-3-carboxamidine C1(CC1)C(=O)N1[C@H](CCC1)CNC=1C=2N(N=CC1C(=NC1=C(C=C(C=C1)O)CC)N)C=C(C2)C=2C=NC(=CC2C)OC